(6-bromopyridin-2-yl)-2-hydroxy-N,N-bis(4-methoxybenzyl)ethane-1-sulfonamide BrC1=CC=CC(=N1)C(CO)S(=O)(=O)N(CC1=CC=C(C=C1)OC)CC1=CC=C(C=C1)OC